tri-tert-butyl 2,2',2''-(16-(2-(benzyloxy)-2-oxoethyl)-1,10-dioxa-4,7,13,16-tetraazacyclooctadecane-4,7,13-triyl)triacetate C(C1=CC=CC=C1)OC(CN1CCN(CCOCCN(CCN(CCOCC1)CC(=O)OC(C)(C)C)CC(=O)OC(C)(C)C)CC(=O)OC(C)(C)C)=O